FC(C1=C(C(=C(C=C1C(F)(F)F)C(F)(F)F)C(F)(F)F)O)(F)F 2,3,5,6-tetrakis(trifluoromethyl)phenol